O=C1N(N=CC2=CC(=CC=C12)S(=O)(=O)C1=CC=CC=C1)CC1=NN(C=C1C#N)C1OCCCC1 3-((1-oxo-6-(phenylsulfonyl)phthalazin-2(1H)-yl)methyl)-1-(tetrahydro-2H-pyran-2-yl)-1H-pyrazole-4-carbonitrile